OCC=1C=CC2=C(N(N=C2C1)C1=CC=CC=C1)NC(OC(C)(C)C)=O tert-Butyl (6-(hydroxymethyl)-2-phenyl-2H-indazol-3-yl)carbamate